CN1C=C(C=2C1=NC=C(C2)N)C(CC2=CC=CC=C2)C(F)(F)F 1-Methyl-3-(1-trifluoromethyl-2-phenylethan-1-yl)-1H-pyrrolo[2,3-b]pyridin-5-amine